C(C1=CC=CC=C1)(=O)N1CCC2(CCN(C2=O)CC2=C(C=CC(=C2)Cl)F)CC1 8-benzoyl-2-(5-chloro-2-fluorobenzyl)-2,8-diazaspiro[4.5]decan-1-one